6-[(2S)-2-aminobutyl]-2-chloro-7-methyl-N-[(1,3-thiazol-2-yl)methyl]thieno[3,2-d]pyrimidin-4-amine N[C@H](CC1=C(C=2N=C(N=C(C2S1)NCC=1SC=CN1)Cl)C)CC